OC1=CC(=C(C(=C1)C)C(=O)C1=CC(=C(C=C1)OCOC)C(C)C)C (4-hydroxy-2,6-dimethylphenyl)(3-isopropyl-4-(methoxymethoxy)phenyl)methanone